Cl.FC(CC[C@@H](CC=C)N)(C)F (S)-7,7-difluorooct-1-en-4-amine hydrochloride